C(C)(C)(C)OC(=O)N1[C@@H](C[C@H](C1)F)C(C(C(=O)OCC)N1N=C2C=C(C=C(C2=C1)F)Br)=O (2S,4R)-2-(3-ethoxy-2-(4-fluoro-6-bromo-2H-indazol-2-yl)-3-oxopropionyl)-4-fluoropyrrolidine-1-carboxylic acid tert-butyl ester